N-(3'-(2-aminopyrimidin-5-yl)-2-fluoro-4'-methoxy-[1,1'-biphenyl]-4-yl)-4-Ethoxy-1-(4-fluorophenyl)-2-oxo-1,2-dihydropyridine-3-carboxamide NC1=NC=C(C=N1)C=1C=C(C=CC1OC)C1=C(C=C(C=C1)NC(=O)C=1C(N(C=CC1OCC)C1=CC=C(C=C1)F)=O)F